ClC=1C=C(C=CC1)[C@H]1[C@@H](CN(CC1)C(=O)C=1C=2N(C=CC1)C=NC2)NC(=O)C=2NC1=C(C=CC=C1C2)F N-((3S,4S)-4-(3-chlorophenyl)-1-(imidazo[1,5-a]pyridine-8-carbonyl)piperidin-3-yl)-7-fluoro-1H-indole-2-carboxamide